O=S1(CC(C=C1)NC(=O)C1=[N+](C=C(C=C1)C1=CC2(C1)CCC2)[O-])=O 2-((1,1-dioxido-2,3-dihydrothiophen-3-yl)carbamoyl)-5-(spiro[3.3]hept-1-en-2-yl)pyridine 1-oxide